N-[(8-hydroxy-5-nitroquinolin-7-yl)(4-methoxyphenyl)methyl]hexanamide OC=1C(=CC(=C2C=CC=NC12)[N+](=O)[O-])C(NC(CCCCC)=O)C1=CC=C(C=C1)OC